cyclobutyl-[(2S)-4-[[2,5-dimethyl-3-[(5-methyl-1,3,4-oxadiazol-2-yl)amino]phenyl]methyl]-2-methyl-piperazin-1-yl]methanone C1(CCC1)C(=O)N1[C@H](CN(CC1)CC1=C(C(=CC(=C1)C)NC=1OC(=NN1)C)C)C